4,4,5,5-tetramethyl-2-(4-(1-(trifluoromethyl)cyclopropyl)phenyl)-1,3,2-dioxaborolane CC1(OB(OC1(C)C)C1=CC=C(C=C1)C1(CC1)C(F)(F)F)C